FC(CN1C(=NC=2C1=NC(=CC2)C=2C=CN1N=C(N=CC12)N[C@@H]1CC[C@H](CC1)OC)C)F 5-(3-(2,2-difluoroethyl)-2-methyl-3H-imidazo[4,5-b]pyridin-5-yl)-N-(trans-4-methoxycyclohexyl)pyrrolo[2,1-f][1,2,4]triazin-2-amine